C1(CC1)N1CCC(CC1)N1CCC(CC1)C=1C=C(C2=C(NC(=N2)C2=CC(=C(C=C2)OC)F)C1)C 6-(1'-cyclopropyl-[1,4'-bipiperidin]-4-yl)-2-(3-fluoro-4-methoxyphenyl)-4-methyl-1H-benzo[d]imidazole